(4S)-4-(4-hydroxy-1-piperidyl)-N-[2-methyl-3-(4,4,5,5-tetramethyl-1,3,2-dioxa-borolan-2-yl)phenyl]-4,5,6,7-tetrahydropyrazolo[1,5-a]pyridine-2-carboxamide OC1CCN(CC1)[C@@H]1C=2N(CCC1)N=C(C2)C(=O)NC2=C(C(=CC=C2)B2OC(C(O2)(C)C)(C)C)C